(1S,4r)-4-(((S)-1-(4-((2-chloro-7-((S)-1-methoxyethyl)-[1,2,4]triazolo[1,5-a]pyrimidin-6-yl)amino)phenyl)-2,2,2-trifluoroethyl)(methyl)carbamoyl)cyclohexane-1-carboxylic acid ClC1=NN2C(N=CC(=C2[C@H](C)OC)NC2=CC=C(C=C2)[C@@H](C(F)(F)F)N(C(=O)C2CCC(CC2)C(=O)O)C)=N1